C(C)O[Si](C=1C=C(C=CC1)NC(C)=O)(OCC)OCC N-(3-(triethoxysilyl)phenyl)acetamide